FC1(C(N(C2=C(N(C1)C(C)C)N=C(N=C2)NC=2C(=NC=CC2OC)C(=O)O)C)=O)F ((7,7-difluoro-9-isopropyl-5-methyl-6-oxo-8H-pyrimido[4,5-b][1,4]diazepin-2-yl)amino)-4-methoxy-pyridine-2-carboxylic acid